2-(1-(3-chloro-5-methylphenyl)-1H-pyrazol-4-yl)-N-(5-cyclopropyl-1H-pyrazol-3-yl)propanamide ClC=1C=C(C=C(C1)C)N1N=CC(=C1)C(C(=O)NC1=NNC(=C1)C1CC1)C